2,3-dimethyl-3-pentylacetate CC(C)C(CC)(C)CC(=O)[O-]